(3S)-1-{2-[1-(2-fluorophenyl)-1H-pyrazol-4-yl]-1,3-thiazole-4-carbonyl}-3-methylpiperazine FC1=C(C=CC=C1)N1N=CC(=C1)C=1SC=C(N1)C(=O)N1C[C@@H](NCC1)C